2,4-diphenylphenylboronic acid pinacol ester C1(=CC=CC=C1)C1=C(C=CC(=C1)C1=CC=CC=C1)B1OC(C)(C)C(C)(C)O1